FC(C1=NN=C(O1)C1=CC=C2CN(C(C2=C1)=O)NC1CCOCC1)F 6-[5-(difluoromethyl)-1,3,4-oxadiazol-2-yl]-2-[(oxan-4-yl)amino]-2,3-dihydro-1H-isoindol-1-one